CN1CC=CC(=C1)C1=CNC2=NC=CC(=C21)N2CCCCC2 N-methyl-5-(4-(1-piperidyl)-1H-pyrrolo[2,3-b]pyridin-3-yl)pyridine